C(C)(C)(C)OC(=O)N1[C@H](CCC1)[C@@H]([C@H](C1=CC=CC=C1)C1=C(C=CC=C1)F)O (R)-2-((1R,2R)-2-(2-fluorophenyl)-1-hydroxy-2-phenylethyl)pyrrolidine-1-carboxylic acid tert-butyl ester